C(C1=CC=CC=C1)OC(=O)C1C(NC(=C(C1C1=CSC2=NC=CC=C21)C(C)=O)C)(C)C2=CC=NC=C2 2-(pyridin-4-yl)5-acetyl-2,6-dimethyl-4-(thieno[2,3-b]pyridin-3-yl)-1,4-dihydropyridine-3-carboxylic acid benzyl ester